N-(2-(4-(benzyloxy)-1H-indol-3-yl)ethyl)propan-1-amine C(C1=CC=CC=C1)OC1=C2C(=CNC2=CC=C1)CCNCCC